N-phenyl-N,N-bis{4-(2-naphthalen-2-yl-benzooxazol-6-yl)-phenyl}-amine C1(=CC=CC=C1)N(C1=CC=C(C=C1)C1=CC2=C(N=C(O2)C2=CC3=CC=CC=C3C=C2)C=C1)C1=CC=C(C=C1)C1=CC2=C(N=C(O2)C2=CC3=CC=CC=C3C=C2)C=C1